FC(C=1N=C(SC1C(=O)O)C1=CC=2N(C=C1)N=CC2C=2C(=NN(C2C)C(C)C)C)F 4-(difluoromethyl)-2-[3-(1-isopropyl-3,5-dimethyl-pyrazol-4-yl)pyrazolo[1,5-a]pyridin-5-yl]thiazole-5-carboxylic acid